ClC1=C(C(=O)NCC=2C=NC(=NC2)C2=NC(=CC=C2)OC)C(=CC=C1)C 2-chloro-N-((2-(6-methoxypyridin-2-yl)pyrimidin-5-yl)methyl)-6-methylbenzamide